[N+](=O)([O-])C(CC(=O)OC)CCCCCCCCCCCCC(=O)OC dimethyl 3-nitro-hexadecanedioate